C(C)OC(=O)C=1OC2=C(C1C)C=C(C=C2)S(N(CCC2=CC=CC=C2)CC2=C(C=CC=C2)N2CCN(CC2)S(=O)(=O)C)(=O)=O 3-methyl-5-(N-(2-(4-methanesulfonylpiperazin-1-yl)benzyl)-N-phenethylsulfamoyl)benzofuran-2-carboxylic acid ethyl ester